COC(C1=CC=CC=C1)=O.C(C)[SiH](CC)CC triethylsilane Methyl-(E)-benzoate